[2-(3-amino-1-piperidinyl)-4-phenyl-cyclopentyloxy]-3-chloro-benzonitrile NC1CN(CCC1)C1C(CC(C1)C1=CC=CC=C1)OC1=C(C#N)C=CC=C1Cl